C(C)(=O)OC1=CC(=CC=C1)OC(C)=O 1,3-phenylene diacetate